N-(3-(4,5-dichloro-1H-imidazol-1-yl)propyl)-5-(furan-2-yl)isoxazole-3-carboxamide ClC=1N=CN(C1Cl)CCCNC(=O)C1=NOC(=C1)C=1OC=CC1